S1C=NC(=C1)CCCS(=O)(=O)O.C(C)(=O)NC=1N=C2N(N=C(C=C2)C=2C=C(C(=O)NCC3=C(C=CC(=C3)OC(F)(F)F)F)C=CC2F)C1 3-{2-acetamidoimidazo[1,2-b]pyridazin-6-yl}-4-fluoro-N-{[2-fluoro-5-(trifluoromethoxy)phenyl]methyl}benzamide 2-(thiazol-4-yl)ethyl-methanesulfonate